4-((R)-7-(4-bromo-3-(trifluoromethyl)benzoyl)-2-((S*)-1-hydroxy-2-methylpropyl)-6-methyl-4-oxo-5,6,7,8-tetrahydropyrido[3,4-d]pyrimidin-3(4H)-yl)-N-methylbenzamide BrC1=C(C=C(C(=O)N2CC=3N=C(N(C(C3C[C@H]2C)=O)C2=CC=C(C(=O)NC)C=C2)[C@H](C(C)C)O)C=C1)C(F)(F)F |o1:29|